3-amino-N-(4-(2-(4-(5-fluoropyrimidin-2-yl)piperazin-1-yl)ethyl)phenyl)-2-oxo-1-(4-phenyl-3,4-dihydro-2H-benzo[b][1,4]oxazin-6-yl)-1,2-dihydrothieno[2,3-b]pyrazine-6-carboxamide NC=1C(N(C2=C(N1)SC(=C2)C(=O)NC2=CC=C(C=C2)CCN2CCN(CC2)C2=NC=C(C=N2)F)C2=CC1=C(OCCN1C1=CC=CC=C1)C=C2)=O